[Ca].O=C1CC=CC=C1 ketobenzene calcium